1-chloro-3,4-dihydro-2-naphthaldehyde ClC1=C(CCC2=CC=CC=C12)C=O